OC1=C(C=C(NC2=C(C=3N(C(=N2)SC)C=CN3)C(=O)N)C=C1OC)OC 7-(4-Hydroxy-3,5-dimethoxy-anilino)-5-methylsulfanyl-imidazo[1,2-c]pyrimidine-8-carboxamide